Cl.C(#N)C1=C(NC=2C=C3C(N(C=NC3=CC2)CC2CCNCC2)=O)C=CC=C1NS(N(C)CC)(=O)=O 6-[2-cyano-3-[[ethyl(methyl)sulfamoyl]amino]anilino]-4-oxo-3-(4-piperidylmethyl)quinazoline hydrochloride